C12(C(CCC1)O2)C2CCCC2 3-epoxycyclopentylcyclopentane